N1-((2-(bis(3-methoxybenzyl)amino)thiazol-4-yl)methyl)-N2,N2-dimethylethane-1,2-diamine COC=1C=C(CN(C=2SC=C(N2)CNCCN(C)C)CC2=CC(=CC=C2)OC)C=CC1